ClC1=C(C=CC(=N1)NC1=NC=CC(=C1)OC(F)(F)F)C 6-chloro-5-methyl-N-(4-(trifluoromethoxy)pyridin-2-yl)pyridin-2-amine